(S)-N7-Methyl-N5-(2-methyl-2H-tetrazol-5-yl)-3-phenyl-2,3-dihydrobenzofuran-5,7-dicarboxamid CNC(=O)C1=CC(=CC=2[C@@H](COC21)C2=CC=CC=C2)C(=O)NC=2N=NN(N2)C